C[C@@H]1CC=2C(CN1C(=O)OC(C)(C)C)=C(NN2)C(=O)OCC 5-tert-butyl 3-ethyl (6R)-6-methyl-2,4,6,7-tetrahydropyrazolo[4,3-c]pyridine-3,5-dicarboxylate